Tert-butyl 2,8-diazaspiro[4.5]decane-2-carboxylate C1N(CCC12CCNCC2)C(=O)OC(C)(C)C